(Z)-2-((3-benzyl-5-(2-fluoro-3-nitrophenyl)pyrazin-2-yl)amino)-3-(3-(methoxymethyl)phenyl)acrylic acid tert-butyl ester C(C)(C)(C)OC(/C(=C/C1=CC(=CC=C1)COC)/NC1=NC=C(N=C1CC1=CC=CC=C1)C1=C(C(=CC=C1)[N+](=O)[O-])F)=O